4-chloro-6-{7-fluoroimidazo[1,2-a]pyridin-3-yl}pyrimidine (5R)-tert-butyl-8-hydroxy-5-methyl-7,8-dihydro-1,6-naphthyridine-6(5H)-carboxylate C(C)(C)(C)OC(=O)N1[C@@H](C=2C=CC=NC2C(C1)O)C.ClC1=NC=NC(=C1)C1=CN=C2N1C=CC(=C2)F